C(C1=CC=CC=C1)N1O[C@H]2[C@@H](C1)CN([C@@H]2CN)CC2=CC=CC=C2 ((3aR,6R,6aS)-2,5-dibenzylhexahydro-2H-pyrrolo[3,4-d]isoxazol-6-yl)methanamine